5-[3-(2,2,6,6-tetramethylpiperidin-4-yl)-3H-[1,2,3]triazolo[4,5-c]pyridazin-6-yl]-1H-indazol-6-ol CC1(NC(CC(C1)N1N=NC2=C1N=NC(=C2)C=2C=C1C=NNC1=CC2O)(C)C)C